3-((3-(3-(methylsulfonyl)phenoxy)phenyl)disulfanyl)phenol CS(=O)(=O)C=1C=C(OC=2C=C(C=CC2)SSC=2C=C(C=CC2)O)C=CC1